6-hydroxy-4,4-dimethyl-hexanoic acid OCCC(CCC(=O)O)(C)C